tert-butyl 4-(((6-bromo-1-methyl-2-oxo-2,3-dihydro-1H-benzo[d]imidazol-5-yl)oxy)methyl)-3,6-dihydropyridine-1(2H)-carboxylate BrC=1C(=CC2=C(N(C(N2)=O)C)C1)OCC=1CCN(CC1)C(=O)OC(C)(C)C